[4-(4-(trifluoromethoxy)phenyl)phenyl]boronic acid FC(OC1=CC=C(C=C1)C1=CC=C(C=C1)B(O)O)(F)F